5-[(1R,2R,3S,4R)-4-{4-amino-2-chloropyrrolo[2,3-d]pyrimidin-7-yl}-2,3-dihydroxycyclopentyl]-1H-pyridin-2-one NC=1C2=C(N=C(N1)Cl)N(C=C2)[C@H]2[C@@H]([C@@H]([C@H](C2)C=2C=CC(NC2)=O)O)O